C(#N)[C@@H]1CN(CC1)C(=O)NC=1SC(=C(N1)C1=CC(=CC=C1)C#N)C1=CC(=NC(=C1)C)C (3S)-3-Cyano-N-[4-(3-cyanophenyl)-5-(2,6-dimethyl-4-pyridyl)thiazol-2-yl]pyrrolidin-1-carboxamid